FC1=CC=C(C=C1)N1N=C(CC1=O)C 2-(4-fluorophenyl)-5-methyl-2,4-dihydro-3H-pyrazol-3-one